4-((1-(2-(2-(2-aminoethoxy)ethoxy)ethyl)-1H-1,2,3-triazol-4-yl)methyl)thiomorpholine 1,1-dioxide NCCOCCOCCN1N=NC(=C1)CN1CCS(CC1)(=O)=O